2-butyl-8,8,11-trimethyl-2-(2-oxopropyl)-5-pentyl-8a,9,10,12a-tetrahydro-4H,8H-benzo[c][1,3]dioxino[4,5-f]chromen-4-one C(CCC)C1(OC(C=2C(=C3C4C(C(OC3=CC2CCCCC)(C)C)CCC(=C4)C)O1)=O)CC(C)=O